nicotine dihydrochloride Cl.Cl.N1=CC=CC(=C1)C1N(C)CCC1